(R)-N-((S)-1-amino-1-oxo-3-((S)-2-oxopyrrolidin-3-yl)propan-2-yl)-1-(7-chloro-1H-indole-2-carbonyl)-3,3-dimethyl-1,3-azasilolidine-5-carboxamide NC([C@H](C[C@H]1C(NCC1)=O)NC(=O)[C@@H]1C[Si](CN1C(=O)C=1NC2=C(C=CC=C2C1)Cl)(C)C)=O